FC1(CN(C1)C(=O)C1=CC2=C(CN(CC2)C2=NC=CC(=N2)NC2=CC=C(C=C2)C=2N=CNC2)S1)F 2-[2-(3,3-difluoroazetidine-1-carbonyl)-4H,5H,6H,7H-thieno[2,3-c]pyridin-6-yl]-N-[4-(1H-imidazol-4-yl)phenyl]pyrimidin-4-amine